C(C)C=1C(NC=2C=C(C=NC2C1)CN1CCN(CC1)C(=O)OC(C)(C)C)=O tert-Butyl 4-((7-ethyl-6-oxo-5,6-dihydro-1,5-naphthyridin-3-yl)methyl)piperazine-1-carboxylate